COC(=O)[C@@H]1CC[C@H]2N1C([C@H](C[C@H](C2)C)NC(=O)OC(C)(C)C)=O.ClC2=NC=C(C1=CC=CC=C21)C#CC2=C(C=CC=C2F)F 1-chloro-4-((2,6-difluorophenyl)ethynyl)isoquinoline methyl-(3S,6S,8R,9aR)-6-((tert-butoxycarbonyl)amino)-8-methyl-5-oxooctahydro-1H-pyrrolo[1,2-a]azepine-3-carboxylate